O1C(=NC2=C1C=CC=C2)NC=2NC(=C(C(N2)C2=C(C=CC=C2)Cl)C(=O)NC2=C(C=CC=C2)F)C 2-(benzo[d]oxazol-2-ylamino)-4-(2-chlorophenyl)-N-(2-fluorophenyl)-6-methyl-1,4-dihydropyrimidine-5-carboxamide